4-[bis(4-cyanatophenyl)methyl]biphenyl [(2S,6R)-6-(5-methyl-2,4-dioxo-pyrimidin-1-yl)-2-(triisopropylsilyloxymethyl)-1,4-dioxan-2-yl]methyl-benzoate CC=1C(NC(N(C1)[C@H]1COC[C@@](O1)(CO[Si](C(C)C)(C(C)C)C(C)C)COC(C1=CC=CC=C1)=O)=O)=O.O(C#N)C1=CC=C(C=C1)C(C1=CC=C(C=C1)C1=CC=CC=C1)C1=CC=C(C=C1)OC#N